C(CC)(=O)OC(C)C1=CC=C(C=C1)OC(C)CC 1-(4-(sec-butoxy)phenyl)ethyl propionate